N-[4-(2-{2-[3-(5-tert-Butyl-2-isopropyl-2H-pyrazol-3-yl)-ureido]-thiazol-5-yl}-ethyl)-pyridin-2-yl]-acetamide C(C)(C)(C)C=1C=C(N(N1)C(C)C)NC(NC=1SC(=CN1)CCC1=CC(=NC=C1)NC(C)=O)=O